BrC=1C=C(C=C2C(NC=NC12)=O)C 8-bromo-6-methylquinazolin-4(3H)-one